CSC1(CC1)N1C(NC(C=C1)=O)=O [1-(methylsulfanyl)cyclopropyl]-2,4(1H,3H)-pyrimidinedione